butylcumyl oxide C(CCC)OC(C)(C)C1=CC=CC=C1